8-Bromo-3-fluoro-6-iodoquinolin-5-amine BrC1=CC(=C(C=2C=C(C=NC12)F)N)I